[Al+3].C(C)(C)(C)C1=C(C(=CC=C1)C(C)(C)C)[O-].C(C)(C)(C)C1=C(C(=CC=C1)C(C)(C)C)[O-].C(C)(C)(C)C1=C(C(=CC=C1)C(C)(C)C)[O-] 2,6-di-t-butylphenolate aluminum